C(C)(C)C1=C(NC2=CC=C(C=C12)C1CCNCC1)C1=CC=2N(C=C1)C=CN2 7-(3-isopropyl-5-(piperidin-4-yl)-1H-indol-2-yl)imidazo[1,2-a]pyridine